Trans-Ethyl 3-fluoro-4-(N-(4-hydroxytetrahydrofuran-3-yl)sulfamoyl)-1-methyl-1H-pyrrole-2-carboxylate FC1=C(N(C=C1S(N[C@@H]1COC[C@H]1O)(=O)=O)C)C(=O)OCC